COC([C@H](CC1=CC=C(C=C1)N1C(N(C2=C1C=C(C=C2)Cl)C2CC2)=O)N)=O (S)-2-amino-3-(4-(6-chloro-3-cyclopropyl-2-oxo-2,3-dihydro-1H-benzo[d]imidazol-1-yl)phenyl)propionic acid methyl ester